(3-Methyl-6-phenyl-3H-imidazo[4,5-b]pyridin-2-yl)pyrrolidine-1-carbonitrile CN1C(=NC=2C1=NC=C(C2)C2=CC=CC=C2)C2N(CCC2)C#N